[Si](C)(C)(C(C)(C)C)O[C@](CC(=O)O)(C)C1=NC=CC=C1 (S)-3-((tert-butyldimethylsilyl)oxy)-3-(pyridin-2-yl)butanoic acid